decansulfonic acid C(CCCCCCCCC)S(=O)(=O)O